Cl.C(C)C1=C(C(=NN1)C(=O)NC1=CC=C(C=C1)N1CCOCC1)C 5-ethyl-4-methyl-N-[4-[(2S)-morpholinyl]phenyl]-1H-pyrazole-3-carboxamide, monohydrochloric acid salt